3,5-dichloro-2-methoxyl-aniline ClC=1C(=C(N)C=C(C1)Cl)OC